C1(CC1)CN1C2(C3=CC=C(C=C3C1=O)O)C(NC1=C(C(=CC=C12)F)F)=O 2'-(cyclopropylmethyl)-6,7-difluoro-5'-hydroxy-spiro[indoline-3,1'-isoindoline]-2,3'-dione